3-((Tert-butoxycarbonyl)(methyl)amino)-4-morpholino-4-oxobutanoic acid C(C)(C)(C)OC(=O)N(C(CC(=O)O)C(=O)N1CCOCC1)C